2-hydroxy(propyl)-1,3-propanediamine OC(C(N)CCC)CN